thiobis[ethylene 3-(3-t-butyl-4-hydroxy-5-methylphenyl) propionate] S(CCC(C(=O)[O-])CC1=CC(=C(C(=C1)C)O)C(C)(C)C)CCC(C(=O)[O-])CC1=CC(=C(C(=C1)C)O)C(C)(C)C